C(C)(C)(C)OC(=O)NCC1=C(C(=NC(=C1)C1=CC=C(C=C1)C(C)(C)C)C)C(=O)[O-].[Li+] lithium 4-[(tert-butoxycarbonylamino) methyl]-6-(4-tert-butylphenyl)-2-methyl-pyridine-3-carboxylate